4-{2-[(piperidin-3-yl)amino]-5-(trifluoromethyl)pyrimidin-4-yl}-1,2,3,4-tetrahydroquinoxalin-2-one N1CC(CCC1)NC1=NC=C(C(=N1)N1CC(NC2=CC=CC=C12)=O)C(F)(F)F